Benzene hydroperoxide [O-]O.C1=CC=CC=C1